O=C1N(CCC(N1)=O)C=1C=C(C(=O)O)C=CC1C(F)(F)F 3-(2,4-dioxotetrahydropyrimidin-1(2H)-yl)-4-(trifluoromethyl)benzoic acid